5-(4-methoxynaphthalene-1-yl)-4-(4-methoxyphenyl)isoxazole COC1=CC=C(C2=CC=CC=C12)C1=C(C=NO1)C1=CC=C(C=C1)OC